4-acetoxybutanoate C(C)(=O)OCCCC(=O)[O-]